C1(CCCC1)CN1C(CNCC1)=O 1-(cyclopentylmethyl)-2-piperazinone